NC(CN)C 2-aminopropanamine